2-tridecyl-4,5-dihydro-1,3-oxazine C(CCCCCCCCCCCC)C=1OCCCN1